N-[[6-(3,3-dimethylbutyl)-6-azaspiro[2.5]octan-2-yl]methyl]-6-(4-methyl-3-pyridyl)pyridazin-3-amine CC(CCN1CCC2(C(C2)CNC=2N=NC(=CC2)C=2C=NC=CC2C)CC1)(C)C